6-(4-(1H-indol-3-yl)thiophen-2-yl)-6-oxohexanoic acid N1C=C(C2=CC=CC=C12)C=1C=C(SC1)C(CCCCC(=O)O)=O